BrC=1C=C(C=C(C1OCC(CBr)Br)Br)C(C)(C)C1=CC(=C(C(=C1)Br)OCC(CBr)Br)Br 2,2-bis(3,5-dibromo-4-2,3-dibromopropoxyphenyl)propane